phosphinoindol-5-amine PC=1NC2=CC=C(C=C2C1)N